C(C)(C)(C)OC(=O)N1C(CN(CC1)C1=CC2=C(N(C(O2)=O)CCN(C)C)C=C1)(C)C 4-[3-[2-(dimethylamino)ethyl]-2-oxo-1,3-benzoxazol-6-yl]-2,2-dimethyl-piperazine-1-carboxylic acid tert-butyl ester